COCC(=O)N1[C@H](CN(CC1)C1=CC(=NC=C1)NC=1SC2=NC(=CC=C2N1)C=1C=NNC1C)C (S)-2-methoxy-1-(2-methyl-4-(2-((5-(5-methyl-1H-pyrazol-4-yl)thiazolo[5,4-b]pyridin-2-yl)amino)pyridin-4-yl)piperazin-1-yl)ethanone